(4-amino-7-fluoro-1-methyl-1H-pyrazolo[4,3-c]quinolin-8-yl)((3R)-3-(4-(trifluoromethyl)phenyl)-1-pyrrolidinyl)methanone NC1=NC=2C=C(C(=CC2C2=C1C=NN2C)C(=O)N2C[C@H](CC2)C2=CC=C(C=C2)C(F)(F)F)F